CNC(=O)NC=1SC2=C(N1)C[C@H]1COC[C@@H]2N1C(=O)OC(C)(C)C tert-butyl (4S,8S)-2-[(methylcarbamoyl)amino]-4,7,8,9-tetrahydro-5H-4,8-epiminooxocino[5,4-d][1,3]thiazole-10-carboxylate